t-butyl 5-[(6'-{4-[(2-cyclohexylethyl)(methoxy)carbamoyl]benzamido}-[3,3'-bipyridazine]-6-yl)carbamoyl]naphthalene-1-carboxylate C1(CCCCC1)CCN(C(=O)C1=CC=C(C(=O)NC2=CC=C(N=N2)C=2N=NC(=CC2)NC(=O)C2=C3C=CC=C(C3=CC=C2)C(=O)OC(C)(C)C)C=C1)OC